N-(2-(6-Hydroxy-3,3-dimethyl-2-oxoindoline-5-carbonyl)-1,2,3,4-tetrahydroisoquinolin-7-yl)-N-methylacrylamide OC1=C(C=C2C(C(NC2=C1)=O)(C)C)C(=O)N1CC2=CC(=CC=C2CC1)N(C(C=C)=O)C